BrC1=C(C2=CN(N=C2C=C1)C)OC 5-bromo-4-methoxy-2-methyl-indazole